OC1CC[N+](CC1)(CC#C)C 4-hydroxy-1-methyl-1-(prop-2-yn-1-yl)piperidin-1-ium